OC(=O)C(F)(F)F.[N+](=O)([O-])C1=C(C=CC=C1)S(=O)(=O)N1C(CCC1)C(=O)N (E)-1-((2-nitrophenyl)sulfonyl)pyrrolidine-2-carboxamide TFA salt